COC1=CC=C(C=C1)CN(C=1SC=C(N1)C1(CC1)C#N)C 1-[2-[(4-methoxyphenyl)methyl-methyl-amino]thiazol-4-yl]cyclopropanecarbonitrile